CC=1C(CCC(=CCCC(=CCC1)C)C)C(C)=O 1-(2,6,10-trimethyl-2,5,9-cyclododecatrien-1-yl)ethanone